(1S,9S)-9-ethyl-5-fluoro-1,9-dihydroxy-1-((2-hydroxyethoxy)methyl)-4-methyl-1,2,3,9,12,15-hexahydro-10H,13H-benzo[de]pyrano[3',4':6,7]indolizino[1,2-b]quinoline-10,13-dione C(C)[C@]1(C(OCC=2C(N3CC=4C(=NC=5C=C(C(=C6C5C4[C@@](CC6)(COCCO)O)C)F)C3=CC21)=O)=O)O